(4aR,13aS)-N-[(2,4-Difluorophenyl)methyl]-10-hydroxy-9,11-dioxo-2,3,4a,5,9,11,13,13a-octahydro-1H-pyrido[1,2-a]pyrrolo[1',2':3,4]imidazo[1,2-d]pyrazine-8-carboxamide FC1=C(C=CC(=C1)F)CNC(=O)C=1C(C(=C2N(C[C@H]3N(C2=O)C[C@H]2N3CCC2)C1)O)=O